C1[C@@H]([C@@H]([C@H](C1=O)/C=C/[C@H](CCC2=CC=CC=C2)O)C/C=C\\CCCC(=O)O)O The molecule is a prostanoid that is 18,19,20-trinor-prostaglandin D2 in which one of the terminal methyl hydrogens has been replaced by a phenyl group. It has a role as a human metabolite. It is a beta-hydroxy ketone, an alicyclic ketone, a hydroxy monocarboxylic acid, an olefinic compound, an oxo monocarboxylic acid, a secondary alcohol and a prostanoid.